NC1=NC=CC2=CC=C(C=C12)C=1C=C2C(=NN(C2=CC1)C1COCC1)COC1=C(C(=CC=C1)OC(F)(F)F)CC(=O)O 2-(2-((5-(1-aminoisoquinolin-7-yl)-1-(tetrahydrofuran-3-yl)-1H-indazol-3-yl)methoxy)-6-(trifluoromethoxy)phenyl)acetic acid